C(C)(C)(C)OC(=O)N1CCC(CC1)SCC1=NC2=CC(=C(C=C2C(N1CC(=O)OC(C)(C)C)=O)F)Br 4-(((7-bromo-3-(2-(tert-butoxy)-2-oxoethyl)-6-fluoro-4-oxo-3,4-dihydroquinazolin-2-yl)methyl)thio)piperidine-1-carboxylic acid tert-butyl ester